C(C)(C)(C)OC(=O)N[C@H]1CCC[C@@H]2N(C1=O)[C@@H](CC2)C(=O)O (3s,6s,9as)-6-((tert-butoxycarbonyl)amino)-5-oxooctahydro-1H-pyrrolo[1,2-a]azepine-3-carboxylic acid